3-azabicyclo[3.2.1]octane-1-carboxamide C12(CNCC(CC1)C2)C(=O)N